[O-2].[O-2].[Zr+4].[Ir+3] iridium-zirconium dioxide